1,1'-dibenzyl-4,4'-bipyridine dihydrochloride hydrate O.Cl.Cl.C(C1=CC=CC=C1)N1C=CC(C=C1)=C1C=CN(C=C1)CC1=CC=CC=C1